C1(=CC=C(C=C1)P1(=NP(=NP(=N1)(C1=CC=C(C=C1)C)C1=CC=C(C=C1)C)(C1=CC=C(C=C1)C)C1=CC=C(C=C1)C)C1=CC=C(C=C1)C)C hexa(p-tolyl)cyclotriphosphazene